O=C1NC(CCC1N1C(C2=CC=C(C=C2C1=O)CNC(OCC1CC2(C1)CCC2)=O)=O)=O spiro[3.3]heptan-2-ylmethyl ((2-(2,6-dioxopiperidin-3-yl)-1,3-dioxoisoindolin-5-yl)methyl)carbamate